N-acetyl-S-((4-(tert-butyl)benzyl)thio)-L-cysteine C(C)(=O)N[C@@H](CSSCC1=CC=C(C=C1)C(C)(C)C)C(=O)O